FC1=CC=C(CN2C=CC3=CC(=C(C=C23)C)N)C=C1 1-(4-fluorobenzyl)-6-methyl-1H-indol-5-amine